CS(=O)(=O)N1CCC(CC1)NC(C1=CC=C(C=C1)C1=NC2=CC=C3C(=C2C=2CCCCC12)C=NN3)=O N-(1-(methylsulfonyl)piperidin-4-yl)-4-(8,9,10,11-tetrahydro-3H-pyrazolo[4,3-a]phenanthridin-7-yl)benzamide